(R)-N-(4-bromobenzyl)-4-chloro-N-(2-oxoazepan-3-yl)benzenesulfonamide BrC1=CC=C(CN(S(=O)(=O)C2=CC=C(C=C2)Cl)[C@H]2C(NCCCC2)=O)C=C1